N-((S)-1,1-Dicyclopropyl-3-oxo-3-((4-(((S)-2-oxo-4-(trifluoromethyl)imidazolidin-1-yl)methyl)pyridin-2-yl)amino)propan-2-yl)-1-methyl-1H-pyrazole-5-carboxamide C1(CC1)C([C@@H](C(NC1=NC=CC(=C1)CN1C(N[C@@H](C1)C(F)(F)F)=O)=O)NC(=O)C1=CC=NN1C)C1CC1